BrC1=CC=C(C=C1)OCCCCCCCCCCCCCCCCCC 1-bromo-4-(octadecyloxy)benzene